BrC1=C(C(=NC=C1C)NC1=C(C(=CC=C1C)OC)C)I 4-bromo-3-iodo-2-[(3-methoxy-2,6-dimethylphenyl)amino]-5-methylpyridine